2-acrylamido-N-(5-(2,6-dichloro-3,5-dimethoxyphenethyl)-1H-pyrazol-3-yl)-4-morpholinylbenzamide C(C=C)(=O)NC1=C(C(=O)NC2=NNC(=C2)CCC2=C(C(=CC(=C2Cl)OC)OC)Cl)C=CC(=C1)N1CCOCC1